CC1=C(C=C(C(=C1)Cl)C)Cl 1,4-dimethyl-2,5-Dichlorobenzene